ClC1=C(C(=CC=C1)C(F)(F)F)C1=CC(=NN1C1CCCC1)C(=O)N[C@H](CC(=O)O)CCN1CC(CCC1)(F)F (3S)-3-({5-[2-chloro-6-(trifluoromethyl)phenyl]-1-cyclopentyl-1H-pyrazol-3-yl}formamido)-5-(3,3-difluoropiperidin-1-yl)pentanoic acid